C(#C)C=1C=C(C=CC1)NC1=CC=NC2=CC(=C(C=C12)OCCOC)OCCOC N-(3-ethynylphenyl)-6,7-di(2-methoxyethoxy)-4-quinolinamine